diphenoxyphosphinyloxyaluminum O(C1=CC=CC=C1)P(=O)(O[Al])OC1=CC=CC=C1